OCC1=C(C=CC=C1)C1=C(C=CC=C1)CO 2,2'-Bishydroxymethylbiphenyl